CC1=C2C=C(C(=NC2=CC=C1)COC1=CC=C(C=C1)C1=NN(C=C1C1=CC=NC=C1)C)C(=O)O 5-methyl-2-[[4-[1-methyl-4-(4-pyridinyl)pyrazol-3-yl]phenoxy]methyl]quinoline-3-carboxylic acid